6-bromo-8-fluoro-3,4-dihydronaphthalen-2(1H)-one BrC=1C=C2CCC(CC2=C(C1)F)=O